CN(C(=O)C=1C=CC=2N(C1)C(=NN2)C(=O)N2CCC(CC2)C2=C(C=CC=C2)C(F)(F)F)C N,N-dimethyl-3-(4-(2-(trifluoromethyl)phenyl)piperidine-1-carbonyl)-[1,2,4]triazolo[4,3-a]pyridine-6-carboxamide